N=1C=CN2N=C(C=CC21)C2=CNC=1N=C(N=C(C12)OC)N[C@@H]1CC[C@@H](CC1)OC([2H])([2H])[2H] 5-(imidazo[1,2-b]pyridazin-6-yl)-4-methoxy-N-(cis-4-(methoxy-d3)cyclohexyl)-7H-pyrrolo[2,3-d]pyrimidin-2-amine